CC1=CC=CC=2NC(N(C21)C=2C=NC(=NC2)C2=C1C(=CN=C2)N(N=C1)C)=O 4-methyl-3-[2-(1-methylpyrazolo[3,4-c]pyridin-4-yl)pyrimidin-5-yl]-1H-benzimidazol-2-one